3-((4-(5-(difluoromethyl)-1,3,4-oxadiazol-2-yl)-2-fluorobenzyl)(phenyl)amino)-4-(4-methylpiperazin-1-yl)cyclobut-3-ene-1,2-dione FC(C1=NN=C(O1)C1=CC(=C(CN(C=2C(C(C2N2CCN(CC2)C)=O)=O)C2=CC=CC=C2)C=C1)F)F